COC1=CC=C(C=C1)C1(C=CC2=C(O1)C=1C=C(C(=CC1C1=C2C(C2=CC=CC=C21)(C)C)N2CC(CCC2)CO)OC)C2=CC=C(C=C2)OC 3,3-bis(4-methoxyphenyl)-6-methoxy-7-(3-hydroxymethylpiperidin-1-yl)-13,13-dimethyl-3H,13H-indeno[2',3':3,4]naphtho[1,2-b]pyran